OC1OC2=C(C1)C=CC=C2 hydroxy-2,3-dihydrobenzofuran